3-[1-[2-(5-carbamoyl-isoindolin-2-yl)-6-methyl-4-oxo-chromen-8-yl]ethylamino]-6-chloro-pyridine-2-carboxylic acid C(N)(=O)C=1C=C2CN(CC2=CC1)C=1OC2=C(C=C(C=C2C(C1)=O)C)C(C)NC=1C(=NC(=CC1)Cl)C(=O)O